N[C@@H](CO)[C@@H](COCC(=O)C1=CN=C2C(=N1)N(C(=C2)C2(CC2)C(F)(F)F)C)CC(C)C 2-[(2S)-2-[(1R)-1-Amino-2-hydroxy-ethyl]-4-methyl-pentoxy]-1-[5-methyl-6-[1-(trifluoromethyl)cyclopropyl]pyrrolo[2,3-b]pyrazin-3-yl]ethanone